1-(3,3-difluorocyclohexyl)-3-(isoquinolin-4-yl)-2-oxoimidazolidine-4-carbonitrile FC1(CC(CCC1)N1C(N(C(C1)C#N)C1=CN=CC2=CC=CC=C12)=O)F